BrC=1C=CC(=C(C1)O)N1C(=C2CCC3=C(C2=C1C1=C(C=CC=C1)C(C)C)C=CC=C3)C 5-bromo-2-(1-(2-isopropylphenyl)-3-methyl-4,5-dihydro-2H-benzo[e]isoindol-2-yl)phenol